N[C@H](CC1=C(C=2N=NN=C(C2S1)NCC1=CC=CC=C1)C)C (S)-6-(2-aminopropyl)-N-benzyl-7-methylthieno[3,2-d][1,2,3]triazin-4-amine